3-[6-(4,4-dimethylisochroman-6-yl)oxy-3-pyridinyl]-5,5-dimethyl-imidazolidine-2,4-dione CC1(COCC2=CC=C(C=C12)OC1=CC=C(C=N1)N1C(NC(C1=O)(C)C)=O)C